tert-butyl(1-(3-(3,5-dimethylisoxazol-4-yl)-5-hydroxybenzyl)piperidin-4-yl)carbamate C(C)(C)(C)OC(NC1CCN(CC1)CC1=CC(=CC(=C1)O)C=1C(=NOC1C)C)=O